NCCCCOC=1C=C(CN(CC2=NC=CC=C2)CC2=CC=CC(=N2)NC(=O)NCCC2=CC=C(C=C2)F)C=C(C1)CN(CC1=NC=CC=C1)CC1=NC(=CC=C1)N 1-(6-{[(3-(4-Amino-butoxy)-5-{[(6-amino-pyridin-2-ylmethyl)-pyridin-2-ylmethyl-amino]-methyl}-benzyl)-pyridin-2-ylmethyl-amino]-methyl}-pyridin-2-yl)-3-[2-(4-fluoro-phenyl)-ethyl]-urea